4-fluoro-N-(6-(1-methyl-1H-pyrazol-4-yl)isoquinolin-3-yl)benzamide FC1=CC=C(C(=O)NC=2N=CC3=CC=C(C=C3C2)C=2C=NN(C2)C)C=C1